(1S,3S)-3-((2-(5-((tert-Butoxycarbonyl)amino)-1-methyl-1H-pyrazol-4-yl)-4-methylpyrimidin-5-yl)oxy)cyclohexane-1-carboxylic acid C(C)(C)(C)OC(=O)NC1=C(C=NN1C)C1=NC=C(C(=N1)C)O[C@@H]1C[C@H](CCC1)C(=O)O